CC1=NC=C(C(=C1)C1=CC=2N(C=C1)N=C(C2)NC2=NC=C(N=C2)C)OC[C@@]21CN([C@@H](CO2)C1)C 5-[2-methyl-5-[[(1R,4R)-2-methyl-5-oxa-2-azabicyclo[2.2.1]heptan-4-yl]methoxy]-4-pyridyl]-N-(5-methylpyrazin-2-yl)pyrazolo[1,5-a]pyridin-2-amine